CC1=CC2=C(C3=CC(=C(C=C3C(=C2C=C1C)C1=CC=CC2=CC=CC=C12)C)C)C1=CC=CC2=CC=CC=C12 2,3,6,7-tetramethyl-9,10-bis(1-naphthyl)anthracene